C(C)(C)[Si](ON[C@@H]1CC[C@H](NC1)C(=O)O)(C(C)C)C(C)C (2S,5R)-5-[(triisopropylsiloxy)amino]piperidine-2-formic acid